C1(CC1)CNC(C=1C=C(C=CC1)NC(=O)C1=CC(=NN1C=1C=C(CNC(OC(C)(C)C)=O)C=CC1)C(F)(F)F)C1=CC(=CC=C1)C(F)(F)F tert-Butyl 3-(5-(3-((cyclopropylmethylamino)(3-(trifluoromethyl)phenyl)methyl) phenylcarbamoyl)-3-(trifluoromethyl)-1H-pyrazol-1-yl)benzylcarbamate